NC1=C(C=C(C=N1)C=1C=NC=CC1)O[C@H](C)C=1C=C(C=CC1)NC(C1=CC(=CC(=C1)C)C)=O (R)-N-(3-(1-((6-Amino-[3,3-bipyridin]-5-yl)oxy)ethyl)phenyl)-3,5-dimethylbenzamid